ClC=1C=C(N(C)CC2=NOC(=C2)C=2OC(=NN2)C(F)F)C=CC1 3-chloro-N-((5-(5-(difluoromethyl)-1,3,4-oxadiazol-2-yl)isoxazol-3-yl)methyl)-N-methylaniline